3-[4-amino-5-(4-benzyl-1,3-thiazol-2-yl)-2-chloropyrrolo[2,3-d]pyrimidin-7-yl]-5-[1-(prop-2-en-1-yl)piperidin-4-yl]cyclopentane-1,2-diol NC=1C2=C(N=C(N1)Cl)N(C=C2C=2SC=C(N2)CC2=CC=CC=C2)C2C(C(C(C2)C2CCN(CC2)CC=C)O)O